7-chloro-5-fluoro-1-(2-methylpyridin-3-yl)-4-(prop-2-yn-1-ylamino)quinazolin ClC1=CC(=C2C(=NCN(C2=C1)C=1C(=NC=CC1)C)NCC#C)F